N-(3-chloro-5-(methylsulfonamido)phenyl)-5-(5-fluoro-3-((5-fluoro-2-(2-hydroxypropan-2-yl)pyridin-3-yl)methoxy)pyridin-2-yl)-1-methyl-1H-pyrrole-3-carboxamide ClC=1C=C(C=C(C1)NS(=O)(=O)C)NC(=O)C1=CN(C(=C1)C1=NC=C(C=C1OCC=1C(=NC=C(C1)F)C(C)(C)O)F)C